NC=1C=NN(C1)C(C#N)C 2-(4-amino-1H-pyrazol-1-yl)propanenitrile